CC1=CC=C(OCC2=NC3=C(N2)C=CC(=C3)CC3=CN=C(NC2=C3C=CC=C2)COC2=CC=C(C=C2)C)C=C1 2-[(4-methylphenoxy)methyl]-5-({2-[(4-methylphenoxy)methyl]-1h-1,3-benzodiazepine-5-yl}methyl)-1h-1,3-benzodiazole